N=C1SCCN1CC(O)C1=CC=CC=C1 2-(2-iminothiazolidin-3-yl)-1-phenylethanol